methylolpropionic acid C(O)C(C(=O)O)C